FC=1C=C(NC2=CC=C(C(=N2)C(=O)NC(C(C)C)C)OC)C=C(C1)F 6-(3,5-difluoroanilino)-N-(1,2-dimethylpropyl)-3-methoxy-pyridine-2-carboxamide